4-(5-azaspiro[2.5]oct-5-yl)-3-fluoropiperidine-1-carboxylic acid tert-butyl ester C(C)(C)(C)OC(=O)N1CC(C(CC1)N1CC2(CC2)CCC1)F